C1(=CC=C(C=C1)CSCCCCN1C[C@@H]([C@H]([C@@H]([C@H](C1)O)O)O)O)C1=CC=CC=C1 (3S,4R,5R,6S)-1-{4-[(4-biphenylylmethyl)thio]butyl}-3,4,5,6-azepanetetrol